C(C)(C)(C)OC(=O)NC1=CC(=C(C=N1)N1C=C(C(C2=CC(=C(C=C12)N1CC2=NC=CC=C2C1)Cl)=O)C(=O)O)C 1-(6-{[(tert-but-oxy)carbonyl]-amino}-4-methyl-pyridin-3-yl)-6-chloro-4-oxo-7-{5H,6H,7H-pyrrolo[3,4-b]pyridin-6-yl}-1,4-dihydro-quinoline-3-carboxylic acid